methyl (3S,5S)-3-((S)-sec-butyl)-4-(1-methyl-1H-pyrazole-4-carbonyl)-2-oxo-2,3,4,5-tetrahydro-1H-benzo[e][1,4]diazepine-5-carboxylate [C@H](C)(CC)[C@@H]1N([C@@H](C2=C(NC1=O)C=CC=C2)C(=O)OC)C(=O)C=2C=NN(C2)C